CC=1C=C(C=CC1N1CCC(CC1)C(F)(F)F)C1(CCC(CC1)N)N 1-(3-methyl-4-(4-(trifluoromethyl)piperidin-1-yl)phenyl)cyclohexane-1,4-diamine